C1(CC1)(C1CC1)N1N=NC(=C1F)[C@H](C=1C(=NC(=CC1)F)C)NC=1C=C2C(=C(C=NC2=C(C1)Cl)C#N)NCC(C)(C)C (S)-6-(((1-([1,1'-bi(cyclopropan)]-1-yl)-5-fluoro-1H-1,2,3-triazol-4-yl)(6-fluoro-2-methylpyridin-3-yl)methyl)amino)-8-chloro-4-(neopentylamino)quinoline-3-carbonitrile